N-[4-(2-chlorophenyl)thiazol-2-yl]-6-morpholino-pyridazine-3-carboxamide ClC1=C(C=CC=C1)C=1N=C(SC1)NC(=O)C=1N=NC(=CC1)N1CCOCC1